NC=1C=CC(=C(C1)P(C)(C)=O)NC1=NC(=NC=C1Cl)NC1=C(C=C2CCN(CC2=C1)C)OC (5-Amino-2-((5-chloro-2-((6-methoxy-2-methyl-1,2,3,4-tetrahydroisoquinolin-7-yl)amino)pyrimidin-4-yl)amino)phenyl)dimethylphosphine oxide